C(C)(C)(C)C1=CC(=NO1)NC(=O)NC1=CC=C(C=C1)N1C=NC2=C1C=CC=C2F 1-(5-tert-butyl-isoxazol-3-yl)-3-[4-(4-fluoro-benzoimidazol-1-yl)-phenyl]-urea